FC1=CC=C(CNC(=O)N2CC=3C(CC2)=C(N(N3)C3=NC=CC=C3)O)C=C1 N-(4-fluorobenzyl)-3-hydroxy-2-(pyridin-2-yl)-2,4,5,7-tetrahydro-6H-pyrazolo[3,4-c]pyridin-6-carboxamide